FC(C1=CC=C(COP)C=C1)(F)F (4-(trifluoromethyl)benzyloxy)phosphine